3-(methylsulfonamido)phenylboronic acid CS(=O)(=O)NC=1C=C(C=CC1)B(O)O